OC1=CC=C(C=C1)C(C=CC1=CC(=C(C=C1)[N+](=O)[O-])C)=O 1-(4-Hydroxyphenyl)-3-(3-methyl-4-nitrophenyl)prop-2-en-1-one